[1,4]oxazepin-2-carboxamide O1C(=CN=CC=C1)C(=O)N